CC1(CCC1)O 1-methylcyclobutan-1-ol